CN(S(=O)(=O)C=1C=C(C=C2C(=NNC12)CNC)C)CC(=O)NC1=CC(N(C=C1)C)=O 2-(N,5-dimethyl-3-((methylamino)methyl)-1H-indazole-7-sulfonamido)-N-(1-methyl-2-oxo-1,2-dihydropyridin-4-yl)acetamide